COCOC=1C(=CC(=NC1)C)B1OC(C(O1)(C)C)(C)C 5-(methoxymethoxy)-2-methyl-4-(4,4,5,5-tetramethyl-1,3,2-dioxaborolan-2-yl)pyridine